6-AMINO-5-PHENYLNICOTINALDEHYDE NC1=NC=C(C=O)C=C1C1=CC=CC=C1